NCC1=CC=C(C=C1)C1=C2C=CN(C(C2=CN=C1)=O)CC=1N=C2N(C=C(C=C2)C)C1 5-(4-(aminomethyl)phenyl)-2-((6-methylimidazo[1,2-a]pyridin-2-yl)methyl)-2,7-naphthyridin-1(2H)-one